(E)-3-(4-(((1-(3'-Cyano-5'-(3-hydroxy-4-methoxyphenyl)-6-nitro-[3,4'-bipyridin]-2'-yl)piperidin-4-yl)amino)methyl)phenyl)-N-hydroxyacrylamide formate C(=O)O.C(#N)C=1C(=NC=C(C1C=1C=NC(=CC1)[N+](=O)[O-])C1=CC(=C(C=C1)OC)O)N1CCC(CC1)NCC1=CC=C(C=C1)/C=C/C(=O)NO